N(N)C1=C(C(=O)OC)C=CC=C1 methyl 2-hydrazineylbenzoate